C1(C(CC(CC1)N)N)N cyclohexane-1,2,4-triamine